BrC=1C=C(C=CC1O)C=C1C(NC(N1)=O)=O 5-(3-bromo-4-hydroxyphenylmethylene)imidazoline-2,4-dione